ClC=1C=NC(=C(C(=O)NC2CCC(CC2)CN2C(C(C3=CC=CC(=C23)C)(O)C2=C(C=CC=C2)F)=O)C1)C(F)F 5-chloro-2-(difluoromethyl)-N-((1r,4r)-4-((3-(2-fluorophenyl)-3-hydroxy-7-methyl-2-oxoindolin-1-yl)methyl)cyclohexyl)nicotinamide